CC=1CCC2C(CC2C(CCC1)=C)(C)C 4,11,11-trimethyl-8-methylenebicyclo[7.2.0]undec-4-ene